C(CCCCCC\C=C\CCCC)CC(=O)O.C(CCCCC\C=C/CC\C=C/C=C/CC)=O (Z,Z,E)-7,11,13-Hexadecatrienal (E)-8-Tridecenyl-acetate